C(CCC)[Sn](CCCC)(CCCC)COC[C@@H](C)N (R)-1-((tributylstannyl)methoxy)propan-2-amine